C(#N)C12CCC(CC1)(CC2)NC(C2=C(C=CC(=C2)C(F)(F)F)NS(=O)(=O)C2COC2)=O N-(4-cyanobicyclo[2.2.2]octan-1-yl)-2-(oxetane-3-sulfonamido)-5-(trifluoromethyl)benzamide